C(C)OC(NS(=O)(=O)C1=C(C=CC=C1)N[C@H](C)C1=CC(=CC=2C(C(=C(OC21)C2=CC=CC=C2)C)=O)C)=O N-[2-[[(1R)-1-(3,6-dimethyl-4-oxo-2-phenyl-benzopyran-8-yl)ethyl]amino]phenyl]sulfonylcarbamic acid ethyl ester